carbonic acid (((4aS,7aR,12bS)-3-(cyclopropylmethyl)-4a-hydroxy-7-oxo-2,3,4,4a,5,6,7,7a-octahydro-1H-4,12-methanobenzofuro[3,2-e]isoquinolin-9-yl) oxy) methyl ester dodecyl-carbonate C(CCCCCCCCCCC)OC(O)=O.COC(OOC1=CC=C2C3=C1O[C@@H]1[C@]34CCN(C([C@@]4(CCC1=O)O)C2)CC2CC2)=O